2-amino-4,6-dihydroxypyrimidine disodium [Na].[Na].NC1=NC(=CC(=N1)O)O